(R)-N-(2-fluoroethyl)-N-(1-(4-methoxyphenyl)ethyl)-3,3-diphenylprop-2-en-1-amine FCCN(CC=C(C1=CC=CC=C1)C1=CC=CC=C1)[C@H](C)C1=CC=C(C=C1)OC